(R)-4-(2-Fluoro-phenyl)-pyrrolidine FC1=C(C=CC=C1)[C@H]1CCNC1